4-(fluoro(phenyl)methyl)piperidine-1-carboxylic acid tert-butyl ester C(C)(C)(C)OC(=O)N1CCC(CC1)C(C1=CC=CC=C1)F